S(=O)(=O)(C1=CC=C(C)C=C1)OC1=NC=CC(=C1)C1=CC=C(C=C1)CC(=O)O 2-(4-(2-(tosyloxy)pyridin-4-yl)phenyl)acetic acid